Trans-1,2-Difluoroethylen F\C=C\F